FC1(CCN(CC1)C1=CC(=CC=2N1N=CC2)C#C)F 7-(4,4-difluoropiperidin-1-yl)-5-ethynyl-pyrazolo[1,5-a]pyridine